ClC1=CC2=C(C=N1)C(=NN2C2=C(C=C(CNCC1=C(C=C(C=C1)OC)OC)C=C2)OC)C=2C=NOC2 N-(4-(6-Chloro-3-(isoxazol-4-yl)-1H-pyrazolo[4,3-c]pyridin-1-yl)-3-methoxybenzyl)-1-(2,4-dimethoxyphenyl)methanamine